3-bromo-2-fluoro-6-(1-methyl-1H-pyrazol-5-yl)aniline BrC=1C(=C(N)C(=CC1)C1=CC=NN1C)F